2-ethyl-6-methylphenol C(C)C1=C(C(=CC=C1)C)O